ethyl [(1R,5S,6R)-3-{2-[(2S,3R)-3-hydroxy-2-methylazetidin-1-yl]-6-(trifluoromethyl)pyrimidin-4-yl}-3-azabicyclo[3.1.0]hex-6-yl]acetate O[C@H]1[C@@H](N(C1)C1=NC(=CC(=N1)N1C[C@@H]2C([C@@H]2C1)CC(=O)OCC)C(F)(F)F)C